C(OCC(CCCC)CC)(OCC(CCCC)CC)=O bis(2-ethylhexyl) carbonate